Cl.CN(C=1C=NC2=CC=C(C=C2C1)C)C1CCNCC1 N,6-dimethyl-N-(piperidin-4-yl)quinolin-3-amine hydrochloride